C(C)(C)(C)OCC1=NC(=NN1)C1=NC=C(C=C1)OCC1=C(C=CC=C1Cl)Cl 2-[5-(tert-butoxymethyl)-1H-1,2,4-triazol-3-yl]-5-[(2,6-dichlorophenyl)methoxy]pyridine